1-(isoquinolin-4-yl)ethanone C1=NC=C(C2=CC=CC=C12)C(C)=O